2-L-cysteine-S-yl-1,4-dihydroxy-cyclohex-5-en-1-YL-ACETIC ACID N[C@@H](CSC1C(C=CC(C1)O)(O)CC(=O)O)C(=O)O